benzo[d]oxane C1C2=C(CCO1)C=CC=C2